CC1=CC=C(C=C1C1=CC=CC=C1)C1=NN(C=C1CC1=CC=C(C=C1)S(N)(=O)=O)C=1SC=C(N1)C(=O)O 2-(3-(6-methyl-[1,1'-biphenyl]-3-yl)-4-(4-sulfamoylbenzyl)-1H-pyrazol-1-yl)thiazole-4-carboxylic acid